CC1(OCCC1)CNC(=O)C1=NC(=C(N=C1N)C(F)(F)F)Br 3-Amino-6-bromo-5-trifluoromethyl-pyrazine-2-carboxylic acid (2-methyl-tetrahydro-furan-2-ylmethyl)-amide